ClC=1C=C(C(=CC1)C1=CC=CC=C1)N(C)CCCl 4-chloro-N-(2-chloroethyl)-N-methyl-[1,1'-biphenyl]-2-amine